NC1=NC=CC=C1C1=NC=2C(=NC(=CC2)C2=CC=CC=C2)N1C1=CC=C(CNC(C2=C(C(=C(C=C2)O)C=O)F)=O)C=C1 N-(4-(2-(2-aminopyridin-3-yl)-5-phenyl-3H-imidazo[4,5-b]pyridin-3-yl)benzyl)-2-fluoro-3-formyl-4-hydroxybenzamide